NC1=NC=CC(=C1Cl)SC=1C([C@H](C(=NC1)N1CCC2(CC1)C(C=1C(=NC=CC1)C2)N)C)=O (S)-5-((2-amino-3-chloropyridin-4-yl)thio)-2-(5-amino-5,7-dihydrospiro[cyclopenta[b]pyridin-6,4'-piperidin]-1'-yl)-3-methylpyridin-4(3H)-one